2-[3-(3-chloro-5-fluorophenyl)ureido]-4-trifluoromethoxy-N-(2-hydroxy-ethyl)benzamide ClC=1C=C(C=C(C1)F)NC(NC1=C(C(=O)NCCO)C=CC(=C1)OC(F)(F)F)=O